NC1=NC=CC2=C(C=CC=C12)C1=CC=C2CC[C@H](C2=C1)OC1=C(C=C(C=C1)OC)CC(=O)O (R)-2-(2-((6-(1-aminoisoquinolin-5-yl)-2,3-dihydro-1H-inden-1-yl)oxy)-5-methoxyphenyl)acetic acid